C(C)(C)(C)OC(=O)N=C(NC1CCCCC1)NC(CC(=O)[O-])C 3-{[N'-tert-butoxycarbonyl-N-(cyclohexyl)carbamimidoyl]amino}butanoate